4-benzyl-phenylhydrazine C(C1=CC=CC=C1)C1=CC=C(C=C1)NN